4-((6-Acetyl-quinolin-4-yl)amino)-N-(4-(pyridin-4-ylamino)phenyl)benzamide C(C)(=O)C=1C=C2C(=CC=NC2=CC1)NC1=CC=C(C(=O)NC2=CC=C(C=C2)NC2=CC=NC=C2)C=C1